NC=1C(=NC(=CN1)C=1C=NN(C1)C1CCN(CC1)C(=O)C1CCN(CC1)C(=O)OC(C)(C)C)C(=O)O[C@@H](C(=O)NC1=CC=C(C=C1)F)C1=CC=CC=C1 (R)-2-((4-fluorophenyl)amino)-2-oxo-1-phenylethyl 3-amino-6-(1-(1-(1-(tert-butoxycarbonyl)piperidine-4-carbonyl)piperidin-4-yl)-1H-pyrazol-4-yl)pyrazine-2-carboxylate